C(C)(C)OC=1C=CC(=NC1)O[C@@]1(C[C@@H](NC[C@@H]1C)C)C |&1:11| (±)-5-isopropoxy-2-(((2S,5S)-2,4,5-trimethylpiperidin-4-yl)oxy)pyridine